dioctyltin dioctyl-dithioacetate C(CCCCCCC)C(C(=S)[S-])CCCCCCCC.C(CCCCCCC)[Sn+2]CCCCCCCC.C(CCCCCCC)C(C(=S)[S-])CCCCCCCC